COC=1C=C(C=CC1OC)C=1NC2=C(C=C(C=C2C1CC)C1CCN(CC1)CCNC)F 2-(4-(2-(3,4-dimethoxyphenyl)-3-ethyl-7-fluoro-1H-indol-5-yl)piperidin-1-yl)-N-methylethylamine